FC=1C(=NC=CC1)S(=O)(=N[Si](C)(C)C)CP(OCC)(OCC)=O diethyl ((3-fluoro-N-(trimethylsilyl)pyridine-2-sulfonimidoyl)methyl)phosphonate